1-(2-Methoxyethyl)-3-(4-{5-[4-(trifluoromethyl)phenyl]-1H-1,2,4-triazol-3-yl}phenyl)urea COCCNC(=O)NC1=CC=C(C=C1)C1=NNC(=N1)C1=CC=C(C=C1)C(F)(F)F